ClC(CCC(CC)Cl)(O)O 1,4-dichlorohexanediol